4,6-DIMETHOXYPYRIDINE-3-BORONIC ACID COC1=C(C=NC(=C1)OC)B(O)O